C12(CCC(CC1)CC2)C#N bicyclo[2.2.2]octane-1-carbonitrile